2-((5-aminopentyl)amino)-4-cyano-N-(6-(dimethylamino)pyridazin-3-yl)benzamide NCCCCCNC1=C(C(=O)NC=2N=NC(=CC2)N(C)C)C=CC(=C1)C#N